C(C)(=O)C1=NN(C2=CC=C(C=C12)Br)CC(=O)OC(C)(C)C tert-Butyl 2-(3-acetyl-5-bromo-1H-indazol-1-yl)acetate